2-{5-Chloro-2-[methyl(2,2,6,6-tetramethylpiperidin-4-yl)amino]imidazo[2,1-b][1,3,4]thiadiazol-6-yl}-5-(1H-pyrazol-4-yl)phenol ClC1=C(N=C2SC(=NN21)N(C2CC(NC(C2)(C)C)(C)C)C)C2=C(C=C(C=C2)C=2C=NNC2)O